CN([C@@H](CC1=C(C=C(C(=O)N)C=C1C)C)CNC(C[C@@H](C1(CC1)C(F)(F)F)C1=CC=CC=C1)=O)C 4-((S)-2-(dimethylamino)-3-((R)-3-phenyl-3-(1-(trifluoromethyl)cyclopropyl)propanamido)propyl)-3,5-dimethylbenzamide